CSC1=CC=C(C=C1)[N+]#[C-] 4-(METHYLTHIO)PHENYLISOCYANIDE